C1(CC1)CN1CC2=CC(=CC=C2CC1)N(C1=CC=CC=C1)C 2-(cyclopropylmethyl)-N-methyl-N-phenyl-1,2,3,4-tetrahydroisoquinoline-7-amine